FC1CN(C1)C(=O)NC1=CC(=C(C=C1)F)N1N=C2N=CC(=CC2=C1)CCC(C)C 3-fluoro-N-{4-fluoro-3-[5-(3-methylbutyl)-2H-pyrazolo[3,4-b]pyridin-2-yl]phenyl}azetidine-1-carboxamide